4-((1R,4R)-2-oxa-5-azabicyclo[2.2.1]heptan-5-yl)-N-(1-cyanocyclopropyl)-9H-pyrimido[4,5-b]indole-7-sulfonamide [C@H]12OC[C@H](N(C1)C1=NC=NC=3NC4=CC(=CC=C4C31)S(=O)(=O)NC3(CC3)C#N)C2